BrCCCCCCO[Si](OC(CCCCCCC\C=C/CCCCCCCC)OC=1C(=C2CCC(OC2=C(C1)C)(CC\C=C(\CC\C=C(\CCC=C(C)C)/C)/C)C)C)(C)C ((6-bromohexyl)oxy)dimethyl(((Z)-1-((2,5,8-trimethyl-2-((3E,7E)-4,8,12-trimethyltrideca-3,7,11-trien-1-yl)chroman-6-yl)oxy)octadec-9-en-1-yl)oxy)silane